O1C(=CC2=C1C=CC=C2)C2=CC=C(C=C2)N(C2=CC=C(C=C2)C2=CC=C(C=C2)C2=CC1=C(N=C(O1)C1=CC=CC=C1)C=C2)C2=CC=C(C=C2)C=2OC1=C(C2)C=CC=C1 bis(4-benzofuran-2-yl-phenyl)-N-{4'-(2-phenyl-benzooxazole-6-yl)-[1,1']biphenyl-4-yl}-amine